4-(4-(8-chloro-5,6-dihydro-11H-benzo-[5,6]cyclohepta[1,2-b]pyridin-11-ylidene)-piperidin-1-yl)butan-1-ol ClC=1C=CC2=C(CCC=3C(=NC=CC3)C2=C2CCN(CC2)CCCCO)C1